C(C)(=O)O[Sn](CCCC)(CCCC)OC(C)=O acetic acid [acetoxy(dibutyl)stannyl] ester